(Z)-hex-3-en-1-yl formate (HEXENYL-3-CIS-FORMATE) C(=CCCCC)C(=O)O.C(=O)OCC\C=C/CC